ClC=1C(=C2CCCOC2=CC1)N1CCN(CC1)C 6-chloro-5-(4-methylpiperazin-1-yl)chroman